Cl.C(C(=C)C)(=O)OCCN(C)C dimethylaminoethyl methacrylate hydrochloride salt